C(CCC)[Sn](C1=CN=CN1)(CCCC)CCCC 5-tributylstannylimidazol